2-(4-(2-fluoro-9-hydroxy-9-(trifluoromethyl)-9H-fluoren-4-yl)-1H-pyrazol-1-yl)-N-(piperidin-1-yl)propanamide FC1=CC=2C(C3=CC=CC=C3C2C(=C1)C=1C=NN(C1)C(C(=O)NN1CCCCC1)C)(C(F)(F)F)O